C(#N)C1=CC(=C(C(=O)N[C@@H](CCOCCCCC2=NC=3NCCCC3C=C2)C(=O)O)C(=C1)C)F N-(4-cyano-2-fluoro-6-methylbenzoyl)-O-(4-(5,6,7,8-tetrahydro-1,8-naphthyridin-2-yl)butyl)homoserine